5-(2-(3-fluoro-4-(pyridin-4-yl)phenylamino)-5-methylpyrimidin-4-ylamino)benzo[d]oxazol-2(3H)-one FC=1C=C(C=CC1C1=CC=NC=C1)NC1=NC=C(C(=N1)NC=1C=CC2=C(NC(O2)=O)C1)C